1-((3S,4S)-4-(3-((4-amino-7-methyl-5-(4-((6-methylpyridin-2-yl)oxy)phenyl)-7H-pyrrolo[2,3-d]pyrimidin-6-yl)ethynyl)-3-fluoroazetidin-1-yl)-3-hydroxypiperidin-1-yl)prop-2-en-1-one NC=1C2=C(N=CN1)N(C(=C2C2=CC=C(C=C2)OC2=NC(=CC=C2)C)C#CC2(CN(C2)[C@@H]2[C@H](CN(CC2)C(C=C)=O)O)F)C